1-(4-fluorophenyl)-5,6-dimethyl-2-oxo-1,2-dihydropyridine-3-carboxamide FC1=CC=C(C=C1)N1C(C(=CC(=C1C)C)C(=O)N)=O